methyl-4-nitrosopiperazine CN1CCN(CC1)N=O